N6-(1,1-dimethyl-2,3-dihydro-1H-inden-4-yl)-5-fluoro-1H-pyrazolo[3,4-b]pyridine-3,6-diamine CC1(CCC2=C(C=CC=C12)NC1=C(C=C2C(=N1)NN=C2N)F)C